O1CCN(CC1)C=1C=CC=C2C(NC(NC12)=O)=O 8-morpholinoquinazoline-2,4(1H,3H)-dione